3-(3-Amino-5-(2-aminopyridin-4-yl)-1H-indazol-7-yl)benzaldehyde NC1=NNC2=C(C=C(C=C12)C1=CC(=NC=C1)N)C=1C=C(C=O)C=CC1